The molecule is a polycyclic cage that is a prenylated-caged xanthone isolated from Cratoxylum cochinchinense and has been shown to exhibit antimalarial and antioxidant activities. It has a role as a metabolite, an antioxidant and an antimalarial. It is a polycyclic cage, a member of phenols, a cyclic ketone and a cyclic ether. CC(=CC[C@]12C(=O)[C@]3(C[C@H]([C@]14C(=C3)C(=O)C5=C(C=CC=C5O4)O)C(O2)(C)C)OC)C